C(CCCCCCCCCCCCC)[N+]1=C(C(=CC=C1)CC)C 1-(1-tetradecyl)-2-methyl-3-ethylpyridinium